N(=C=O)C1C(CCCC1)CCCCN=C=O 1-isocyanato-2-(4-isocyanatobutan-1-yl)-cyclohexane